FC=1C(=C(C=CC1F)S(=O)(=O)CCC(=O)OC[C@@H](CCCC)CC)OC |r| (RS)-2-Ethylhexyl 3-((3,4-difluoro-2-methoxyphenyl)sulfonyl)propanoate